4-hydroxy-1-(2-morpholinoethyl)-2-oxo-N-(spiro[3.4]octan-2-yl)-1,2-dihydro-1,8-naphthyridine-3-carboxamide OC1=C(C(N(C2=NC=CC=C12)CCN1CCOCC1)=O)C(=O)NC1CC2(C1)CCCC2